N(C1=CC=CC=C1)C1=NC=C2NC(N(C2=N1)C1CCN(CC1)C(=O)OC(C)(C)C)=O 2-Methyl-2-propanyl 4-(2-anilino-8-oxo-7,8-dihydro-9H-purin-9-yl)-1-piperidinecarboxylate